2-methylene-methylpiperidine iodonium salt [IH2+].C=C1N(CCCC1)C